tert-butyl N-[6-[(6,7-dihydroxy-5-nitro-naphthalene-2-carbonyl)-ethyl-amino]hexyl]carbamate OC=1C(=C2C=CC(=CC2=CC1O)C(=O)N(CCCCCCNC(OC(C)(C)C)=O)CC)[N+](=O)[O-]